C(CCC)C1=CC(=CC(=N1)N1C(C2=CC(=CC(=C2C1)C(F)(F)F)CNC1(CCC1)C)=O)C1(CCC1)CC1=NN=CN1C 2-(6-butyl-4-(1-((4-methyl-4H-1,2,4-triazol-3-yl)methyl)cyclobutyl)pyridin-2-yl)-6-(((1-methylcyclobutyl)amino)methyl)-4-(trifluoromethyl)isoindolin-1-one